COC(C1=NC=CC(=C1)C(NC1C(CN(CC1)C(=O)OCC1=CC=CC=C1)O)=O)=O 4-((1-((benzyloxy)carbonyl)-3-hydroxypiperidin-4-yl)carbamoyl)picolinic acid methyl ester